2-amino-3-(1-isopropylpiperidin-4-yl)benzonitrile NC1=C(C#N)C=CC=C1C1CCN(CC1)C(C)C